O1N=CC=C1C=1C=C(C=NC1)C=1C=C(C=CC1)N(C(O)=O)C1CCCCC1.ClC=1C=CC(=C(C(=O)NC=2C=C3C=CC(=NC3=CC2)C)C1)O 5-chloro-2-hydroxy-N-(2-methylquinolin-6-yl)benzamide 3-(5-(isoxazol-5-yl)pyridin-3-yl)phenyl-cyclohexylcarbamate